oxalic acid monoisoundecyl ester C(CCCCCCCC(C)C)OC(C(=O)O)=O